CC([C@@H](C(=O)N1[C@H](C[C@@H](C1)O)C(=O)NC)N1N=NC(=C1)CCC1N(CCCC1)C)(C)C (2R,4S)-1-[(2S)-3,3-dimethyl-2-[4-[2-(1-methyl-2-piperidyl)ethyl]triazol-1-yl]butanoyl]-4-hydroxy-N-methyl-pyrrolidine-2-carboxamide